C(C)(C)(C)OC(=O)N(C1=NC=CC(=C1Cl)Br)C(=O)OC(C)(C)C N,N-bis(tert-butoxycarbonyl)-4-bromo-3-chloropyridine-2-amine